C1N(CCC2=CC=CC=C12)C[C@@H](CNC(=O)C=1N=C2N(CC(CC2)C(=O)N2CC3CNCC3C2)C1)O N-((R)-3-(3,4-Dihydroisoquinolin-2(1H)-yl)-2-hydroxypropyl)-6-(octahydropyrrolo[3,4-c]pyrrole-2-carbonyl)-5,6,7,8-tetrahydroimidazo[1,2-a]pyridine-2-carboxamide